(S)-4-(6-(3-amino-3-methylpyrrolidin-1-yl)pyridin-3-yl)-6-(2-hydroxy-2-methylpropoxy)pyrazolo[1,5-a]pyridine-3-carbonitrile bis(2,2,2-trifluoroacetate) FC(C(=O)O)(F)F.FC(C(=O)O)(F)F.N[C@@]1(CN(CC1)C1=CC=C(C=N1)C=1C=2N(C=C(C1)OCC(C)(C)O)N=CC2C#N)C